BrC1=CC=2N(C=C1)C=CN2 7-bromo-imidazo[1,2-a]pyridine